ClC1=NC=C(C(=C1)C1OC2(C1)CCNCC2)C#CC2CN(CC2)C (2-chloro-5-((1-methylpyrrolidin-3-yl)ethynyl)pyridin-4-yl)-1-oxa-7-azaspiro[3.5]nonane